5-(6-(Benzylamino)-9-((2S,3S,4R,5R)-3,4-dihydroxy-5-((methyl-d3)-aminobenzyl)-tetrahydrofuran-2-yl)-9H-purin-2-yl)-N-methylnicotinamide C(C1=CC=CC=C1)NC1=C2N=CN(C2=NC(=N1)C=1C=NC=C(C(=O)NC)C1)[C@H]1O[C@@H]([C@@H]([C@@H]1O)O)C(C1=CC=CC=C1)(N)C([2H])([2H])[2H]